2-methylbuta-2-ene CC(C)=CC